ClC1=C(C=C2C=C(N=CC2=C1)NC(=O)[C@H]1[C@@H]([C@@H]1C1=NN(C=C1)C)C)N1CCN(CC1)[C@]1(COC[C@H]1O)C (1S,2R,3S)-N-[7-chloro-6-[4-((3S,4S)-4-hydroxy-3-methyl-tetrahydrofuran-3-yl)piperazin-1-yl]-3-isoquinolyl]-2-methyl-3-(1-methylpyrazol-3-yl)cyclopropanecarboxamide